ClC1=CC=C(C=C1)[B-](C1=CC=C(C=C1)Cl)(C1=CC=C(C=C1)Cl)C1=CC=C(C=C1)Cl.C(CCCCCCCCCCC)[NH3+] (dodecyl)ammonium tetra(4-chlorophenyl)borate